FCCOC[C@H]1CN(CCN1C1=NC=NC=N1)C1=NC=C(C=N1)/C=C/C=1C=CC(=NC1)C1=CN=CO1 (R,E)-5-(5-(2-(2-(3-((2-fluoroethoxy)methyl)-4-(1,3,5-triazin-2-yl)piperazin-1-yl)pyrimidin-5-yl)vinyl)pyridin-2-yl)oxazole